Neodymium (2,2-dihexyl-octanoic acid) C(CCCCC)C(C(=O)O)(CCCCCC)CCCCCC.[Nd]